2-chloro-4-(2-(3-methylbenzylidene)hydrazinyl)-7H-pyrrolo[2,3-d]pyrimidine ClC=1N=C(C2=C(N1)NC=C2)NN=CC2=CC(=CC=C2)C